2-(2,3-xylylamino)-benzoic acid C1(=C(C(=CC=C1)C)C)NC1=C(C(=O)O)C=CC=C1